[C@@H](C)(CC)NC=1C2=C(N=C(N1)NC1=C(C=C(C=C1)S(=O)(=O)N1CCC(CC1)N1CCOCC1)OC)NC=C2Cl (R)-N4-(sec-butyl)-5-chloro-N2-(2-methoxy-4-((4-morpholinopiperidin-1-yl)sulfonyl)phenyl)-7H-pyrrolo[2,3-d]pyrimidine-2,4-diamine